N=1C(OC=C2C1C=CN=C2)=O PYRIDO[4,3-D][1,3]OXAZIN-2-ON